(S)-3-(3-(difluoromethoxy)phenyl)-1-isopropyl-N-(3-methyl-1,1-dioxidothietan-3-yl)-1,4,6,7-tetrahydropyrano[4,3-c]pyrazole-6-carboxamide FC(OC=1C=C(C=CC1)C=1C2=C(N(N1)C(C)C)C[C@H](OC2)C(=O)NC2(CS(C2)(=O)=O)C)F